O(C1=CC=CC=C1)C1=CC=C(C=C1)C=1N=NNC1C(=O)O 4-(4-phenoxyphenyl)-1H-1,2,3-triazole-5-carboxylic acid